2-(5-methyl-2-(2'-oxospiro[cyclobutane-1,3'-indolin]-5'-yl)piperidin-1-yl)-2-oxoacetic acid CC1CCC(N(C1)C(C(=O)O)=O)C=1C=C2C3(C(NC2=CC1)=O)CCC3